FC(COC(C(=O)N(CC1=C(C=C(C=C1)C(F)(F)F)C)C)=O)(F)F.CN(C(C(N)=O)=O)CC1=C(C=C(C=C1)C(F)(F)F)C N'-Methyl-N'-[[2-methyl-4-(trifluoromethyl)phenyl]methyl]oxamide 2,2,2-Trifluoroethyl-2-[methyl-[[2-methyl-4-(trifluoromethyl)phenyl]methyl]amino]-2-oxo-acetate